ClC=1C=CC=C2CCC(NC12)=O 8-chloro-3,4-dihydroquinolin-2(1H)-one